(R)-1-(2,5-difluoropyridin-3-yl)ethyl (4-(5-((1RS,5SR,6SR)-3,3-dioxido-3-thiabicyclo[3.1.0]hexane-6-carboxamido) pyridin-2-yl)-1-methyl-1H-1,2,3-triazol-5-yl)carbamate O=S1(C[C@@H]2C([C@@H]2C1)C(=O)NC=1C=CC(=NC1)C=1N=NN(C1NC(O[C@H](C)C=1C(=NC=C(C1)F)F)=O)C)=O |&1:3,5|